3-(1-naphthyl)-L-alanine hydrochloride Cl.C1(=CC=CC2=CC=CC=C12)C[C@H](N)C(=O)O